C1(CC1)CN[C@@H]1CN(CC1)C1=CC=C(N=N1)C1=C(C=C(C=C1)C1=CN=C(S1)C)O 2-{6-[(3S)-3-[(cyclopropylmethyl)amino]pyrrolidin-1-yl]pyridazin-3-yl}-5-(2-methyl-1,3-thiazol-5-yl)phenol